1-(3-chloro-4-(2,6-dioxopiperidin-3-yl)phenyl)azetidin-3-yl (3,5-dimethylphenyl)carbamate CC=1C=C(C=C(C1)C)NC(OC1CN(C1)C1=CC(=C(C=C1)C1C(NC(CC1)=O)=O)Cl)=O